NC1=NC=CC(=C1Cl)SC1=CN=C(C(=N1)CO)N1CCC(CC1)(C)N (6-((2-amino-3-chloropyridin-4-yl)thio)-3-(4-amino-4-methylpiperidin-1-yl)pyrazin-2-yl)methanol